COC1=C(C=C(C=C1)O)C1=NC=CC=N1 C4-methoxy-3-(pyrimidin-2-yl)phenol